2-formyl-3,4-difluorobenzoic acid C(=O)C1=C(C(=O)O)C=CC(=C1F)F